C(C=C)(=O)OC1=C(C2=CC=CC=C2C=C1)S(=O)(=O)O Acryloyloxynaphthalenesulfonic acid